ClC(C1=NC(=NO1)C=1C=CC(=NC1)CP(OCC)(=O)NC1=C(C=C(C=C1)Cl)Cl)(F)F ethyl P-((5-(5-(chlorodifluoromethyl)-1,2,4-oxadiazol-3-yl)pyridin-2-yl)methyl)-N-(2,4-dichlorophenyl)phosphonamidate